FC(C(C(F)(F)F)(I)F)(F)F heptafluoroisopropyl-iodine